perfluoro-2,3-dimethyl-2-(1'-ethyl-1'-methylpropyl)oxirane 2-methoxy-4-{[(E)-8-methylnon-6-enamido]methyl}phenyl-trans-4-(2-aminoacetamido)cyclohexane-1-carboxylate COC1=C(C=CC(=C1)CNC(CCCC\C=C\C(C)C)=O)OC(=O)[C@@H]1CC[C@H](CC1)NC(CN)=O.FC1(C(O1)(C(C(C(F)(F)F)(F)F)(C(F)(F)F)C(C(F)(F)F)(F)F)C(F)(F)F)C(F)(F)F